8-(cyclopropylmethoxy)-N-(2-methoxy-4-(1-methyl-1H-pyrazol-4-yl)phenyl)pyrido[3,4-d]pyrimidin-2-amine C1(CC1)COC1=NC=CC2=C1N=C(N=C2)NC2=C(C=C(C=C2)C=2C=NN(C2)C)OC